N-(5-chloro-2-ethoxybenzyl)-1-(1-methylpiperidin-4-yl)methanamine ClC=1C=CC(=C(CNCC2CCN(CC2)C)C1)OCC